N-Dodecyl-N,N-dimethylbenzylammonium chloride [Cl-].C(CCCCCCCCCCC)[N+](C)(C)CC1=CC=CC=C1